3-[6-(2-cyano-3,6-difluoro-phenoxy)-4-oxo-quinazolin-3-yl]-1-oxa-8-azaspiro[4.5]decane-8-carboxylate C(#N)C1=C(OC=2C=C3C(N(C=NC3=CC2)C2COC3(C2)CCN(CC3)C(=O)[O-])=O)C(=CC=C1F)F